2,3-diaza-6-bromo-anthracene BrC=1C=C2C=C3C=NN=CC3=CC2=CC1